((4,6-dimethyl-2-oxo-1,2-dihydropyridin-3-yl)methyl)-3-(ethyl(tetrahydro-2H-pyran-4-yl)amino)-5-(6-fluoro-1-morpholino-2,3-dihydro-1H-inden-5-yl)-2-methyl-benzamide CC1=C(C(NC(=C1)C)=O)CC1=C(C(=C(C(=O)N)C=C1C=1C=C2CCC(C2=CC1F)N1CCOCC1)C)N(C1CCOCC1)CC